3-(phenylsulfonyl)-1,2,5-oxadiazole 2-oxide C1(=CC=CC=C1)S(=O)(=O)C1=[N+](ON=C1)[O-]